C(C)OC(=O)C1CC(C1)OCSSC 3-[(methylthio)thiomethoxy]cyclobutanecarboxylic acid ethyl ester